Cl.N12C[C@H](C(CC1)CC2)N2C(C=1C=CC=C3C1[C@@H](C2)CCC3)=O (3aS)-2-[(3S)-quinuclidin-3-yl]-2,3,3a,4,5,6-hexahydro-1H-benzo[de]isoquinolin-1-one hydrochloride